FC1=CC=C(C=C1)C(N1C[C@@H](N(C[C@H]1C)C1=CC(N(C=2C=CC(=NC12)C#N)C)=O)C)C1=NC(=NO1)C(C)C 8-[(2s,5r)-4-[(4-fluorophenyl)[3-(prop-2-yl)-1,2,4-oxadiazol-5-yl]methyl]-2,5-dimethylpiperazin-1-yl]-5-methyl-6-oxo-5,6-dihydro-1,5-naphthyridine-2-carbonitrile